{4-[5-(6-Bromo-1H-indazol-3-yl)-isoxazol-3-yl]-phenyl}-[(S)-2-(1-hydroxy-1-methylethyl)-pyrrolidin-1-yl]-methanon BrC1=CC=C2C(=NNC2=C1)C1=CC(=NO1)C1=CC=C(C=C1)C(=O)N1[C@@H](CCC1)C(C)(C)O